[1-[2-[1-(4-fluoro-2,3-dimethyl-phenyl)piperidin-1-ium-4-yl]ethyl]-5,6-dihydro-4H-cyclopenta[c]pyrazol-3-yl]-(3-fluoro-4-hydroxy-1-piperidyl)methanone FC1=C(C(=C(C=C1)[NH+]1CCC(CC1)CCN1N=C(C2=C1CCC2)C(=O)N2CC(C(CC2)O)F)C)C